(1R,3S)-3-(5-{2-[2-(2-formyl-3-hydroxyphenyl)-1,3-thiazol-5-yl]acetamido}-2H-pyrazol-3-yl)cyclopentyl N-isopropylcarbamate C(C)(C)NC(O[C@H]1C[C@H](CC1)C=1NN=C(C1)NC(CC1=CN=C(S1)C1=C(C(=CC=C1)O)C=O)=O)=O